6-(difluoromethoxy)-N-((2-ethylpyrazolo[1,5-b]pyridazin-3-yl)methyl)-5-fluoronicotinamide FC(OC1=NC=C(C(=O)NCC=2C(=NN3N=CC=CC32)CC)C=C1F)F